phosphonomethoxydeoxythreonyl-adenine P(=O)(O)(O)CON[C@@H](CC)C(=O)C1=NC(=C2NC=NC2=N1)N